triisopropyl-iodosilane C(C)(C)[Si](I)(C(C)C)C(C)C